Cl.C12CC(CC(CC1)N2)N(C=2SC=1N=C(N=CC1N2)C2=CC1=CN(N=C1C(=C2)F)C)C N-[(3-exo)-8-azabicyclo[3.2.1]oct-3-yl]-5-(7-fluoro-2-methyl-2H-indazol-5-yl)-N-methyl-[1,3]thiazolo[5,4-d]pyrimidin-2-amine hydrochloride